NCC(COC1=NC=2CCN(C(C2C=C1)=O)C1CC1)=CF (2-(aminomethyl)-3-fluoroallyloxy)-6-cyclopropyl-7,8-dihydro-1,6-naphthyridin-5(6H)-one